C1(CCCC1)CNC1=C(C(=O)N)C=C(C=C1)S(NC1(CC1)C)(=O)=O 2-((cyclopentylmethyl)amino)-5-(N-(1-methylcyclopropyl)sulfamoyl)benzamide